NC1=C2CCN(CC2=CN=C1)C(=O)OC(C)(C)C tert-butyl 5-amino-3,4-dihydro-2,7-naphthyridine-2(1H)-carboxylate